N-(1-(adamantan-2-yl)piperidin-4-yl)-N-(4-chloro-5-(trifluoromethyl)pyrimidin-2-yl)-2-methoxybenzene-1,4-diamine C12C(C3CC(CC(C1)C3)C2)N2CCC(CC2)N(C2=C(C=C(C=C2)N)OC)C2=NC=C(C(=N2)Cl)C(F)(F)F